2,6-dihydroxybenzoin OC1=C(C(=CC=C1)O)C(=O)C(O)C1=CC=CC=C1